Cl.N1CCC(CC1)C1C(C(NC(C1)=O)=O)NC1=CC=C(C=C1)C1CCNCC1 4-(piperidin-4-yl)3-((4-(piperidin-4-yl)phenyl)amino)piperidine-2,6-dione hydrochloride